(E)-N-((5-(5-acetylthiophen-2-yl)benzofuran-2-yl)methyl)-3-(6-aminopyridin-3-yl)acrylamide C(C)(=O)C1=CC=C(S1)C=1C=CC2=C(C=C(O2)CNC(\C=C\C=2C=NC(=CC2)N)=O)C1